ClC1=CC=C(C=C1)C=1OC2=CC=CC=C2C(C1OCC(=O)NC=1SC2=C(N1)C(=CC=C2)C)=O 2-((2-(4-chlorophenyl)-4-oxo-4H-chromen-3-yl)oxy)-N-(4-methylbenzo[d]thiazol-2-yl)acetamide